2-{6-amino-5-[(1R)-1-(2,6-dichloro-3-fluorophenyl)ethoxy]pyridin-3-yl}-N-ethyl-6,7-dihydrospiro[pyrazolo[5,1-c][1,4]oxazine-4,3'-pyrrolidine]-1'-carboxamide NC1=C(C=C(C=N1)C1=NN2C(=C1)C1(CN(CC1)C(=O)NCC)OCC2)O[C@H](C)C2=C(C(=CC=C2Cl)F)Cl